C1CCC12CN(CCC2)C(=O)C=2C=NN1C2C=CC=C1C1=CC=C2CNC(C2=C1)=O 6-(3-(6-azaspiro[3.5]nonane-6-carbonyl)pyrazolo[1,5-a]pyridin-7-yl)isoindolin-1-one